lithium difluorophosphate, lithium salt [Li+].P(=O)([O-])(F)F.[Li+].P(=O)([O-])(F)F